(R)-4-(4-methyl-1,2,3,4-tetrahydropyrazino[1,2-b]Indazol-8-yl)piperidine-1-carboxylate C[C@@H]1CNCC=2N1N=C1C=C(C=CC21)C2CCN(CC2)C(=O)[O-]